1-(1-ethyl-3-(4-(2-(trifluoromethyl)phenyl)piperidine-1-carbonyl)-1,4,5,7-tetrahydro-6H-pyrazolo[3,4-c]pyridin-6-yl)ethan-1-one C(C)N1N=C(C2=C1CN(CC2)C(C)=O)C(=O)N2CCC(CC2)C2=C(C=CC=C2)C(F)(F)F